2-{3-[(2-ethoxy-4-methanesulfonyl-phenyl)amino]prop-1-yn-1-yl}-N-[(1R,4R)-4-{2-oxa-6-azaspiro[3.3]heptan-6-yl}cyclohexyl]-1-(2,2,2-trifluoroethyl)-1H-indol-4-amine C(C)OC1=C(C=CC(=C1)S(=O)(=O)C)NCC#CC=1N(C=2C=CC=C(C2C1)NC1CCC(CC1)N1CC2(COC2)C1)CC(F)(F)F